C(C)(C)C1=C(NC2=C1N=C(S2)C2CCN(CC2)C2CCOCC2)C=2C=C(C=1N(C2)N=CN1)C 6-isopropyl-5-(8-methyl-[1,2,4]triazolo[1,5-a]pyridin-6-yl)-2-(1-(tetrahydro-2H-pyran-4-yl)piperidin-4-yl)-4H-pyrrolo[3,2-d]thiazole